N[C@@H]1C2=CC=CC=C2CC12CCN(CC2)C2=CC=C(C=C2C(=C)C2=NNC=C2)CN2CCOCC2 (S)-6-(1-amino-1,3-dihydrospiro[indene-2,4'-piperidin]-1'-yl)-3-(1-(3-(morpholinomethyl)phenyl)ethenyl)-1H-pyrazole